2-(2'-hydroxyphenyl)benzothiazolate OC1=C(C=CC=C1)C1(SC2=C(N1)C=CC=C2)C(=O)[O-]